C(C)(=O)N1N=CC(=C1)C1=C2N(C=3C(=C(C=CC13)Cl)Cl)CC(C2)NC(C)=O N-(9-(1-acetyl-1H-pyrazol-4-yl)-5,6-dichloro-2,3-dihydro-1H-pyrrolo[1,2-a]indol-2-yl)acetamide